F[C@@H]1[C@@H](C[C@]2(C=C[C@@H]1N2)C)OC=2N=NC(=CN2)C2=C(C=C(C=C2)C2=CC(=NC=C2)OC)O 2-(3-(((1S,3R,4S,5S)-4-fluoro-1-methyl-8-azabicyclo[3.2.1]oct-6-en-3-yl)oxy)-1,2,4-triazin-6-yl)-5-(2-methoxypyridin-4-yl)phenol